C1(CC1)N1N=C(C=C1NC(C[C@H](C(=O)N[C@H]1C2=C(CN3N(C1=O)CCC3)C=CC=C2)C)=O)C=2OC=CC2 (R)-N4-(1-cyclopropyl-3-(furan-2-yl)-1H-pyrazol-5-yl)-2-methyl-N1-((S)-11-oxo-2,3,10,11-tetrahydro-1H,5H-benzo[d]pyrazolo[1,2-a][1,2]diazepin-10-yl)succinamide